FC=1C=C(C=C(C1)F)C(=C1C(NC2=CC=C(C=C12)NC1CCN(CC1)CC)=O)C=1NC(=CN1)C 3-[(3,5-Difluorophenyl)-(5-methyl-1H-imidazol-2-yl)methylidene]-5-[(1-ethylpiperidin-4-yl)amino]-1H-indol-2-one